2-(4-Fluoro-3-methylphenyl)-N-{4-[3-(pyridin-2-yl)-1H-pyrrolo[3,2-b]pyridin-2-yl]pyridin-2-yl}acetamid FC1=C(C=C(C=C1)CC(=O)NC1=NC=CC(=C1)C1=C(C2=NC=CC=C2N1)C1=NC=CC=C1)C